5-(methylsulfonyl)-N-(4-(2,2,2-trifluoroethoxy)benzyl)thiophene-2-carboxamide CS(=O)(=O)C1=CC=C(S1)C(=O)NCC1=CC=C(C=C1)OCC(F)(F)F